ClC1=C(C(=C(C=C1OC)OC)Cl)C=1N=C(C2=C(N1)C=NC(=C2)N[C@H]2[C@H](COC2)NC(C=C)=O)N2CC(C2)C(F)(F)F N-((3R,4S)-4-((2-(2,6-dichloro-3,5-dimethoxyphenyl)-4-(3-(trifluoromethyl)azetidin-1-yl)pyrido[3,4-d]pyrimidin-6-yl)amino)tetrahydrofuran-3-yl)acrylamide